C(CC)C(C(=O)OCC(C)C)C(C(=O)OCC(C)C)CCC diisobutyl 2,3-dipropylsuccinate